[Ti].[Ni].[Ni].[Ni] trinickel-titanium